C(C)(C)(C)OC(=O)N1CCOC2=C1C=C(C=C2)C=2CSC1=CC(=CC=C1C2C2=CC=C(C=C2)O[C@@H]2CN(CC2)CCCF)O 6-[4-[4-[(3S)-1-(3-fluoropropyl)pyrrolidin-3-yl]oxyphenyl]-7-hydroxy-2H-thiochromen-3-yl]-2,3-dihydro-1,4-benzoxazine-4-carboxylic acid tert-butyl ester